methyl (1r,4r)-4-((4,6-difluoro-5-(4'-(((1s,3s)-3-hydroxycyclobutoxy)methyl)-[1,1'-biphenyl]-4-yl)-1H-benzo[d]imidazol-2-yl)oxy)cyclohexane-1-carboxylate FC1=C(C(=CC=2NC(=NC21)OC2CCC(CC2)C(=O)OC)F)C2=CC=C(C=C2)C2=CC=C(C=C2)COC2CC(C2)O